C(=O)C1=CC=C(O1)C=1C=C(C=CC1)N(C(OC(C)(C)C)=O)C tert-Butyl N-[3-(5-formyl-2-furyl)phenyl]-N-methyl-carbamate